CN(CCOC=1C=CC2=C(NC(=N2)C2=NNC3=CC=C(C=C23)C(=O)OC)C1)C methyl 3-(6-(2-(dimethylamino)ethoxy)-1H-benzo[d]imidazol-2-yl)-1H-indazole-5-carboxylate